(rac)-6-(3-(tert-butyl)phenyl)-6-hydroxy-2-azaspiro[3.4]Octane-2-carboxylic acid C(C)(C)(C)C=1C=C(C=CC1)[C@@]1(CC2(CN(C2)C(=O)O)CC1)O |r|